tert-butyl (S)-((1-(2-(methoxymethyl)-5-nitrobenzo[d]thiazol-4-yl)pyrrolidin-2-yl)methyl)carbamate COCC=1SC2=C(N1)C(=C(C=C2)[N+](=O)[O-])N2[C@@H](CCC2)CNC(OC(C)(C)C)=O